C1=CC(=CC=2SC3=C(C21)C=CC=C3)C=3C=C(C=C(C3)C3=CC=CC=C3)C3=NC(=NC(=N3)C3=CC=CC=C3)C3=CC=CC=C3 2-{5-(dibenzothiophen-3-yl)-1,1'-biphenyl-3-yl}-4,6-diphenyl-1,3,5-triazine